BrC1=CC=C(OCC2OC=COC2)C=C1 2-((4-bromophenoxy)methyl)-2,3-dihydro-1,4-dioxine